O=C1N(C=CC=C1NC1=NC=2N(C=C1)N=CC2C(=O)N)C2=CC=NC=C2 5-((2-oxo-2H-[1,4'-bipyridin]-3-yl)amino)-pyrazolo[1,5-a]pyrimidine-3-carboxamide